FC1(CN(C[C@@H]1OC1=CC2=C(C=N1)C=NN2CC(F)(F)F)C2=CC(=NC(=N2)C#N)C=2C(=NC(=NC2)OC)OC)F (S)-6-(3,3-difluoro-4-((1-(2,2,2-trifluoroethyl)-1H-pyrazolo[4,3-c]pyridin-6-yl)oxy)pyrrolidin-1-yl)-2',4'-dimethoxy-[4,5'-bipyrimidine]-2-carbonitrile